FC1=CC=C(C=C1)[C@@H]1N(CCC2=CC=CC=C12)C(NCC1(CN2CCC1CC2)O)=S (1S)-1-(4-fluorophenyl)-N-((3-hydroxyquinuclidin-3-yl)methyl)-3,4-dihydroisoquinoline-2(1H)-carbothioamide